(R)-3-((3-(3-bromophenyl)oxetan-3-yl)fluoromethyl)-4-methyl-4H-1,2,4-triazole BrC=1C=C(C=CC1)C1(COC1)[C@H](C1=NN=CN1C)F